CC1(COC1)C=1NC=CN1 2-(3-methyloxetan-3-yl)-1H-imidazole